Pyridine N1=CC=CC=C1